(S)-1-methoxypropan COCCC